C(C)(C)OC1=NC=CC(=C1)C1=NOC(=N1)[C@H](C)NC(C1=CC=CC=C1)=O (S)-N-(1-(3-(2-isopropoxypyridin-4-yl)-1,2,4-oxadiazol-5-yl)ethyl)benzamide